C(C)(CC)[Sn](OC(C)(C)C)(OC(C)(C)C)OC(C)(C)C sec-butyltris(t-butoxy)tin